C1(=CC=CC=C1)NC1=CC=C(C=C1)C=1C=C2C=NC=NC2=C(C1)C=1C=C(C=CC1)NC(C=C)=O N-(3-(6-(4-(phenylamino)phenyl)quinazolin-8-yl)phenyl)acrylamide